3-(4-(5-(((tetrahydro-2H-pyran-2-yl)oxy)methyl)pyridin-3-yl)butyl)quinolin-6-ol O1C(CCCC1)OCC=1C=C(C=NC1)CCCCC=1C=NC2=CC=C(C=C2C1)O